2,2-bis(4-hydroxy-cyclohexyl)propane OC1CCC(CC1)C(C)(C)C1CCC(CC1)O